1-(3-(3-(Piperazin-1-yl)prop-1-yn-1-yl)phenyl)dihydropyrimidine-2,4(1H,3H)-dione TFA salt OC(=O)C(F)(F)F.N1(CCNCC1)CC#CC=1C=C(C=CC1)N1C(NC(CC1)=O)=O